4-(1-ethyl-3-(3-hydroxy-2,2-dimethylpropyl)-2-(2-(methoxymethyl)pyridin-3-yl)-1H-indol-5-yl)thiazol C(C)N1C(=C(C2=CC(=CC=C12)C=1N=CSC1)CC(CO)(C)C)C=1C(=NC=CC1)COC